Azepan-3-yl-dimethylphosphine oxide N1CC(CCCC1)P(C)(C)=O